COC1=CC=C(C=C1)C(C#N)CC1=CC=CC=C1 2-(4-methoxyphenyl)-3-phenylpropanenitrile